2,6-Bis((S)-4,5-dihydro-4-phenethyl-oxazol-2-yl)pyridine C(CC1=CC=CC=C1)[C@@H]1N=C(OC1)C1=NC(=CC=C1)C=1OC[C@@H](N1)CCC1=CC=CC=C1